((((1s,3s,6r)-6-(5-fluoropyrimidin-2-yl)bicyclo[4.1.0]hept-3-yl)oxy)methyl)-5-methylpyrrolidine-1-carboxylic acid methyl ester COC(=O)N1C(CCC1C)CO[C@@H]1C[C@@H]2C[C@@]2(CC1)C1=NC=C(C=N1)F